(S)-quinuclidin-3-yl (2,2-diethyl-5-(4-propoxyphenyl)-2,3-dihydro-1H-inden-1-yl)carbamat C(C)C1(C(C2=CC=C(C=C2C1)C1=CC=C(C=C1)OCCC)NC(O[C@@H]1CN2CCC1CC2)=O)CC